benzofuran-boric acid B(O)(O)O.O1C=CC2=C1C=CC=C2